CC1CCCCC12CC=1C(=NC=CC1)O2 6-methyl-3'H-spiro[cyclohexane-1,2'-furo[2,3-b]pyridin]